(2R,3R,5R)-4-[[3-[2-(Difluoromethoxy)-4-fluoro-phenyl]-5-methyl-5-(trifluoromethyl)tetrahydrofuran-2-carbonyl]amino]pyridin-2-carboxamid FC(OC1=C(C=CC(=C1)F)[C@@H]1[C@@H](O[C@](C1)(C(F)(F)F)C)C(=O)NC1=CC(=NC=C1)C(=O)N)F